2-ethoxy-5-fluorobenzamide C(C)OC1=C(C(=O)N)C=C(C=C1)F